ClC1=CC=C(C=C1)C1=NC=C(C(=N1)C)C1CN(CCC1)C1CCCC1 2-(4-chlorophenyl)-5-(1-cyclopentylpiperidin-3-yl)-4-methylpyrimidine